C(C)C(C1CO1)OCOCCC ((3-ethyl-3-epoxypropoxy)methoxy)propane